C(C)(C)N(P(OC1COC(C1F)N1C2=NC=NC(=C2N=C1)N(CC)C(C1=CC=CC=C1)=O)OCCC#N)C(C)C 5-(6-(N-ethylbenzoylamino)-9H-purin-9-yl)-4-fluorotetrahydrofuran-3-yl (2-cyanoethyl) diisopropylphosphoramidite